lithium bis(trifluoromethanesulphonyl)imide [N-](S(=O)(=O)C(F)(F)F)S(=O)(=O)C(F)(F)F.[Li+]